CN(C=1C=C(C=CC1)C(C(=O)OCC)(F)F)C ethyl 2-(3-(dimethylamino) phenyl)-2,2-difluoroacetate